FC(OC1=CC(=C(C=C1)C)[N+](=O)[O-])F 4-(difluoromethoxy)-1-methyl-2-nitrobenzene